O=C1NC(CC[C@H]1N1CCC2=C(C=CC=C12)N1CCC(CC1)(O)CC(=O)OC(C)(C)C)=O |r| Racemic-tert-butyl 2-(1-(1-(2,6-dioxopiperidin-3-yl)indolin-4-yl)-4-hydroxypiperidin-4-yl)acetate